FC=1C=C2C(=CC1)N(C[C@@]21N(CC[C@@H]1C1=CC=CC=C1)CC(F)(F)F)C (3S,3'R)-5-fluoro-1-methyl-3'-phenyl-1'-(2,2,2-trifluoroethyl)spiro[indoline-3,2'-pyrrolidine]